C1(CC1)N1[C@@H](CN(CC1)C1CCN(CC1)C1=C(C=C(C(=C1)OC)NC1=NC=NC(=C1)N1OCC[C@@H]1CC1=C(C(=CC=C1)F)C)NC(C=C)=O)C N-(2-(4-((R)-4-cyclopropyl-3-methylpiperazine-1-yl)piperidine-1-yl)-5-((6-((S)-3-(3-fluoro-2-methylbenzyl)isoxazolidine-2-yl)pyrimidine-4-yl)amino)-4-methoxyphenyl)acrylamide